5-(((tert-Butyldimethylsilyl)oxy)methyl)-3-methoxy-1-methyl-1H-pyrazole [Si](C)(C)(C(C)(C)C)OCC1=CC(=NN1C)OC